FC=1C=C(C(=O)OC)C=CC1CN1N=NC(=C1)C1=CC(=CC=C1)C1CCN(CC1)CC(C)(C)O methyl 3-fluoro-4-((4-(3-(1-(2-hydroxy-2-methylpropyl)piperidin-4-yl)phenyl)-1H-1,2,3-triazol-1-yl)methyl)benzoate